benzyl (3S)-3-{4-[4-(dibutoxymethyl)piperidin-1-yl]phenyl}piperidine-1-carboxylate C(CCC)OC(C1CCN(CC1)C1=CC=C(C=C1)[C@H]1CN(CCC1)C(=O)OCC1=CC=CC=C1)OCCCC